COC(=O)C1(CCN(CC1)C(C1=CC=CC=C1)=O)CO 1-benzoyl-4-(hydroxymethyl)piperidine-4-carboxylic acid methyl ester